C(CCCC)N(CCCCC)C(C)O N,N-dipentylaminoethanol